C(C)NC[C@H](O)[C@@H](O)[C@H](O)[C@H](O)CO ethyl-glucamine